CN1C2=C(C(=O)N(C1=O)CCC=C)NC=N2 allyltheophylline